OCCOC1=C(C=CC=C1)C1=CC=C(C=C1)CNC1=C2N=CN(C2=NC(=N1)N1CCN(CC1)C(=O)OC(C)(C)C)C(C)C tert-Butyl 4-(6-(((2'-(2-hydroxyethoxy)-[1,1'-biphenyl]-4-yl)methyl)amino)-9-isopropyl-9H-Purin-2-yl)piperazine-1-carboxylate